tert-butyl 3-(hydroxymethyl)-3-(2-methyl-5-((2-methylthiazol-5-yl)methoxy)benzofuran-3-carboxamido)pyrrolidine-1-carboxylate OCC1(CN(CC1)C(=O)OC(C)(C)C)NC(=O)C1=C(OC2=C1C=C(C=C2)OCC2=CN=C(S2)C)C